BrC1=C(C=C2C(=NC(=NC2=C1F)Cl)C=1C(=NN2C1CNCCC2)C(=O)N(C)C)I (7-bromo-2-chloro-8-fluoro-6-iodoquinazolin-4-yl)-N,N-dimethyl-5,6,7,8-tetrahydro-4H-pyrazolo[1,5-a][1,4]diazepine-2-carboxamide